2-amino-N,N-bis(2-hydroxyethyl)-8-(1-((5,6,7,8-tetrahydro-1,6-naphthyridin-3-yl)carbamoyl)cyclopropyl)-3H-benzo[b]azepin-4-carboxamide NC=1CC(=CC2=C(N1)C=C(C=C2)C2(CC2)C(NC=2C=NC=1CCNCC1C2)=O)C(=O)N(CCO)CCO